CN[C@H]1C(O)O[C@@H]([C@H]([C@@H]1O)O)CO N-methyl-glucosamine